acryloxy-octacosane C(C=C)(=O)OCCCCCCCCCCCCCCCCCCCCCCCCCCCC